5-(5-Chloro-2-{[3,4-dihydroisoquinolin-2(1H)-yl]carbonyl}phenyl)-N-(4-hydroxyphenyl)-1,2-dimethyl-N-phenyl-1H-pyrrole-3-carboxamide ClC=1C=CC(=C(C1)C1=CC(=C(N1C)C)C(=O)N(C1=CC=CC=C1)C1=CC=C(C=C1)O)C(=O)N1CC2=CC=CC=C2CC1